2-(5-(2-(azetidin-1-yl)ethyl)-2-oxopyridin-1(2H)-yl)-4-methylpentanoic acid N1(CCC1)CCC=1C=CC(N(C1)C(C(=O)O)CC(C)C)=O